O1[C@H](COCC1)C[C@H](C1=NN=CN1C)C=1C=C(C=CC1)N1C(C2=CC(=CC(=C2C1)C(F)(F)F)CNC1(CCC1)C)=O 2-(3-((S)-2-((S)-1,4-dioxan-2-yl)-1-(4-methyl-4H-1,2,4-triazol-3-yl)ethyl)phenyl)-6-(((1-methylcyclobutyl)amino)methyl)-4-(trifluoromethyl)isoindolin-1-one